C(C)(C)ON1N=C2C=CC(=CC2=C1)C(=O)N isopropoxy-2H-indazole-5-carboxamide